ClC=1C=C(CC2(COCC2)NC[C@H](COC2=CC=C(C=C2)N(S(=O)(=O)C)C)O)C=CC1 N-(4-((2R)-3-((3-(3-chlorobenzyl)tetrahydrofuran-3-yl)amino)-2-hydroxypropoxy)phenyl)-N-methylmethanesulfonamide